N-((S)-Piperidin-3-yl)-5-(trifluoromethyl)pyrimidin-2-amine N1C[C@H](CCC1)NC1=NC=C(C=N1)C(F)(F)F